(2R,3R,4R,5R)-2-(acetoxymethyl)-5-(6-iodo-9H-purin-9-yl)tetrahydrofuran-3,4-diyl diacetate C(C)(=O)O[C@@H]1[C@H](O[C@H]([C@@H]1OC(C)=O)N1C2=NC=NC(=C2N=C1)I)COC(C)=O